C(C)(C)(C)C1=NN=C(O1)C(=O)N1[C@@H](C2=C(CC1)NC=N2)C2=NN1C(C=CC=C1F)=C2 (S)-(5-(tert-butyl)-1,3,4-oxadiazol-2-yl)(4-(7-fluoropyrazolo[1,5-a]pyridin-2-yl)-6,7-dihydro-1H-imidazo[4,5-c]pyridin-5(4H)-yl)methanone